3-[4-([1,3]thiazolo[4,5-c]pyridin-2-yl)phenyl]-5-(trifluoromethyl)-4H-1,2-oxazol-5-ol S1C(=NC=2C=NC=CC21)C2=CC=C(C=C2)C2=NOC(C2)(O)C(F)(F)F